Ethyl 1-(4-chloro-2-fluoro-6-nitrophenyl)-1H-Imidazole-2-carboxylate ClC1=CC(=C(C(=C1)[N+](=O)[O-])N1C(=NC=C1)C(=O)OCC)F